Ethyl 2-cyano-3-hydroxy-2-methylpropionate C(#N)C(C(=O)OCC)(CO)C